methyl 2-[2-({[3-bromo-1-(3-chloro-pyridin-2-yl)-1H-pyrazol-5-yl]carbonyl}amino)-5-cyano-3-methylbenzoyl]-2-ethylhydrazinecarboxylate BrC1=NN(C(=C1)C(=O)NC1=C(C(=O)N(NC(=O)OC)CC)C=C(C=C1C)C#N)C1=NC=CC=C1Cl